nickel-gold-palladium [Pd].[Au].[Ni]